Ethyl acetate C(C)(=O)OCC